2-((4-((S)-3-(((((1r,4S)-4-(methylsulfonamido)cyclohexyl)methyl)amino)methyl)pyrrolidine-1-yl)pyrimidin-5-yl)oxy)-5-fluoro-N,N-diisopropylbenzamide CS(=O)(=O)NC1CCC(CC1)CNC[C@H]1CN(CC1)C1=NC=NC=C1OC1=C(C(=O)N(C(C)C)C(C)C)C=C(C=C1)F